Quinuclidin-3-yl (2-(3-(5-(3-methoxypropoxy)pyrimidin-2-yl)phenyl)propan-2-yl)carbamate COCCCOC=1C=NC(=NC1)C=1C=C(C=CC1)C(C)(C)NC(OC1CN2CCC1CC2)=O